CC1=C(C=C(C=C1)NC(=O)N(C)C)NC(=O)N(C)C (4-methyl-m-phenylene)bis(3,3-dimethylurea)